N2-[(S)-5-(benzyloxy)-5-oxo-2-tetradecanamidopentanoyl]-N-[2-({α-D-mannopyranosyl-(1→3)-[α-D-mannopyranosyl-(1→6)]-α-D-mannopyranosyl}oxy)ethyl]-L-glutamine C(C1=CC=CC=C1)OC(CC[C@@H](C(=O)N([C@@H](CCC(N)=O)C(=O)O)CCO[C@@H]1[C@@H](O)[C@@H](O[C@@H]2[C@@H](O)[C@@H](O)[C@H](O)[C@H](O2)CO)[C@H](O)[C@H](O1)CO[C@@H]1[C@@H](O)[C@@H](O)[C@H](O)[C@H](O1)CO)NC(CCCCCCCCCCCCC)=O)=O